Amino-2,4,6-Trideoxy-2,4-diamino-D-glucopyranose NC1(O)[C@@H]([C@@H](O)[C@@H]([C@H](O1)C)N)N